(2,4,5-trifluorophenyl)-3-carbonyl-butyric acid FC1=C(C=C(C(=C1)F)F)C(C(=O)O)C(C)=C=O